3-amino-1-(4-bromo-3-cyclopropyl-2-fluorophenyl)pyrrolidin-2-one NC1C(N(CC1)C1=C(C(=C(C=C1)Br)C1CC1)F)=O